tantalum oxygen phosphate P(=O)([O-])([O-])[O-].[O+2].[Ta+5]